1,1,1,5,5,5-hexafluoropentan FC(CCCC(F)(F)F)(F)F